C1(CC1)C1=NC=C(C(=N1)OC1=CC=CC=C1)C(=O)N[C@@H](CC1=CC=CC=C1)\C=C\S(=O)(=O)C (S,E)-2-cyclopropyl-N-(4-(methylsulfonyl)-1-phenylbut-3-en-2-yl)-4-phenoxypyrimidine-5-carboxamide